Cl.C12NCC(CC1)(CC2)C(=O)O 2-azabicyclo[2.2.2]octane-4-carboxylic acid hydrochloride